N1(CCC2=CC=CC=C12)C(=O)C=1C=C(C=CC1)S(=O)(=O)NC1=CC(=CC=C1)C(F)(F)F 3-(indoline-1-carbonyl)-N-(3-(trifluoromethyl)phenyl)benzenesulfonamide